Cl.COC1CNCC1 3-methoxypyrrolidine hydrochloride Salt